IC=1C=NC=C(C1C1CCC2(OCCO2)CC1)C 3-iodo-5-methyl-4-(1,4-dioxaspiro[4.5]decan-8-yl)pyridine